C(C)OC=1C=C(C=C(C(=O)OCCC)C#N)C=CC1 n-propyl 3-ethoxy-α-cyanocinnamate